(S)-1-(4-fluorophenyl)-N-((S)-1,4-oxaazepan-6-yl)-3,4-dihydroisoquinoline-2(1H)-carboxamide FC1=CC=C(C=C1)[C@@H]1N(CCC2=CC=CC=C12)C(=O)N[C@H]1CNCCOC1